FC(S(=O)(=O)N(C(OCC)=O)C1=C(C(=C(C(=C1)C(=O)N1CCCCC1)C)C)C)(F)F Ethyl N-[(trifluoromethyl)sulfonyl]-N-[2,3,4-trimethyl-5-(1-piperidinylcarbonyl)phenyl]carbamate